[3-(3-methyl-1H-pyrazol-5-yl)-5-[(3R)-3-methylmorpholin-4-yl]-[1,2]thiazolo[4,5-b]pyridin-7-yl]oxane-4-carbonitrile CC1=NNC(=C1)C1=NSC=2C1=NC(=CC2C2OCCC(C2)C#N)N2[C@@H](COCC2)C